CC1(CCCC(C1)C)C 3,3,5-trimethylcyclohexane